N-(2-((2R,6S)-2,6-dimethylpiperidin-1-yl)ethyl)benzamide C[C@H]1N([C@H](CCC1)C)CCNC(C1=CC=CC=C1)=O